1-bromo-1,4-dimethyl-1,4-disilacyclohexane Br[Si]1(CC[SiH](CC1)C)C